NC1=C(C(=NN1C1CN(CCC1)C#N)C=1N=NN(C1C)CC1=CC=CC=C1)C(=O)N 5-amino-3-(1-benzyl-5-methyl-1H-1,2,3-triazol-4-yl)-1-(1-cyanopiperidin-3-yl)-1H-pyrazole-4-carboxamide